OC(CN(C(C)=O)C=1C(=C(C(=C(C(=O)NCC(CO)O)C1I)I)C(=O)NCC(CO)O)I)CO 5-(N-2,3-Dihydroxypropylacetamido)-2,4,6-triiodo-N,N'-bis(2,3-dihydroxypropyl)isophthalamide